4-[3-(3-chlorophenyl)imidazo[1,2-a]pyrazin-6-yl]-N-[3-(dimethylamino)propyl]benzamide ClC=1C=C(C=CC1)C1=CN=C2N1C=C(N=C2)C2=CC=C(C(=O)NCCCN(C)C)C=C2